FC(C(=O)O)(F)F.CC1(CNC2(CC2)CC1)O 6-Methyl-4-azaspiro[2.5]octan-6-ol 2,2,2-trifluoroacetate